C(C)(C)C1=CC=C(C(=O)C2=C(C=CC=C2)NC(OC(C)(C)C)=O)C=C1 tert-butyl (2-(4-isopropylbenzoyl)phenyl)carbamate